C(#N)C1=C(OC=2C=C3C(N(C=NC3=CC2)C2CC3(C2)CCN(CC3)C(=O)OC(C)(C)C)=O)C(=CC=C1NS(=O)(=O)N1C[C@H](CC1)OC)F tert-butyl 2-[6-[2-cyano-6-fluoro-3-[[(3s)-3-methoxypyrrolidin-1-yl]sulfonylamino]phenoxy]-4-oxo-quinazolin-3-yl]-7-azaspiro[3.5]nonane-7-carboxylate